OC1=C2CCC(CC2=CC=C1)N(CCC)CC1CCN(CC1)C(=O)C=1C=NC2=CC=CC=C2C1 (4-(((5-Hydroxy-1,2,3,4-tetrahydronaphthalen-2-yl)(propyl)amino)methyl)piperidin-1-yl)(quinolin-3-yl)methanone